C1(=CC=CC=C1)OC(CCO)=O phenylhydracrylate